2-[(aminocarbonyl)amino]-5-phenyl-3-thiophenecarboxamide NC(=O)NC=1SC(=CC1C(=O)N)C1=CC=CC=C1